(1-(2-ethoxyethyl)-4-vinyl-pyridine) bromide [Br-].C(C)OCCN1CC=C(C=C1)C=C